C(#N)C1=CC=C2C(=N1)C=CN2CC2=CC=C(C=C2)B(O)O (4-((5-cyano-1H-pyrrolo[3,2-b]pyridin-1-yl)methyl)phenyl)boronic acid